5-(5-bromo-3-nitropyridin-2-yl)-3-methylthiophene-2-carboxylic acid methyl ester COC(=O)C=1SC(=CC1C)C1=NC=C(C=C1[N+](=O)[O-])Br